C(C)(C)(C)NC1CN(CC1)C=1N=NC(=CN1)C1=C(C=C(C=C1)C=1C=NN(C1)C([2H])([2H])[2H])[O-] 2-{3-[3-(tert-butylamino)pyrrolidin-1-yl]-1,2,4-triazin-6-yl}-5-[1-(2H3)methyl-1H-pyrazol-4-yl]phenolate